OCC1(CCC1)N1C(C(=CC=C1)COC=1C=CC2=C(C=C(O2)C)C1)O N-(1-(hydroxymethyl)cyclobutyl)-5-((2-hydroxypyridin-3-yl)methoxy)-2-methylbenzofuran